ClC=1C(=NN2C1C=C(C=C2)OC2=NC=C(C=C2OCC(F)(F)F)Cl)C(=O)NC2(CS(C2)(=O)=O)C 3-Chloro-5-((5-chloro-3-(2,2,2-trifluoroethoxy)pyridin-2-yl)oxy)-N-(3-methyl-1,1-dioxidothietan-3-yl)pyrazolo[1,5-a]pyridine-2-carboxamide